C(C)(=O)C1=C(C2=C(N=C(N=C2)NC2=NC=C(C=C2)C2CCN(CC2)C2=CC=C(C=C2)CCl)N(C1=O)C1CCCC1)C 6-acetyl-2-((5-(1-(4-(chloromethyl)phenyl)piperidin-4-yl)pyridin-2-yl)amino)-8-cyclopentyl-5-methylpyrido[2,3-d]pyrimidin-7(8H)-one